Cl.Cl.N[C@H](CCNC)C [(3S)-3-Aminobutyl]methylamine bis-hydrochloride